CON1N=C2C(=CC(=CC2=C1)C1CCOCC1)C(=O)O methoxy-5-(oxan-4-yl)-2H-indazole-7-carboxylic acid